C(C)(C)(C=1C=C(C(=CC1)O)C)C=1C=C(C(=CC1)O)C 4,4'-Isopropylidene-di-o-cresol